4-((1-(quinazolin-2-yl)-1H-indol-4-yl)methyl)morpholine hydrochloride Cl.N1=C(N=CC2=CC=CC=C12)N1C=CC2=C(C=CC=C12)CN1CCOCC1